5-((4-(2-(3,5-dichloro-4-(3,3,3-trifluoropropoxy)phenyl)propan-2-yl)phenoxy)methyl)-4-(methylsulfonyl)oxazole ClC=1C=C(C=C(C1OCCC(F)(F)F)Cl)C(C)(C)C1=CC=C(OCC2=C(N=CO2)S(=O)(=O)C)C=C1